Cobalt manganese gallium [Ga].[Mn].[Co]